C(C)(C)(C)OC(=O)NC1(CCN(CC1)C=1N=CC(=NC1)SCCC(=O)OC)C methyl 3-((5-(4-((tert-butoxy carbonyl)amino)-4-methyl piperidin-1-yl)pyrazin-2-yl)thio)propanate